C(C1=CC=CC=C1)OC=1C(=NN(C1C1=NN(C(=N1)C1=NC(=CC2=C1C=NN2C)C(=O)NCC2=CC(=C(C=C2)C)C)C)CC)C 4-{3-[4-(benzyloxy)-1-ethyl-3-methyl-1H-pyrazol-5-yl]-1-methyl-1H-1,2,4-triazol-5-yl}-N-[(3,4-dimethylphenyl)methyl]-1-methyl-1H-pyrazolo[4,3-c]pyridine-6-carboxamide